(S)-3-(5-(4-((1-(4-((3R,4S)-3-(3-fluoro-5-methylphenyl)-7-hydroxyisochroman-4-yl)phenyl)piperidin-4-yl)methyl)piperazin-1-yl)-1-oxoisoindolin-2-yl)piperidine-2,6-dione FC=1C=C(C=C(C1)C)[C@@H]1OCC2=CC(=CC=C2[C@@H]1C1=CC=C(C=C1)N1CCC(CC1)CN1CCN(CC1)C=1C=C2CN(C(C2=CC1)=O)[C@@H]1C(NC(CC1)=O)=O)O